5-[4-amino-5-(trifluoromethyl)pyrrolo[2,1-f][1,2,4]triazin-7-yl]-N-[(3R,4S)-4-fluoro-1-(3,3,3-trifluoropropanoyl)pyrrolidin-3-yl]-2-methoxypyridine-3-carboxamide NC1=NC=NN2C1=C(C=C2C=2C=C(C(=NC2)OC)C(=O)N[C@@H]2CN(C[C@@H]2F)C(CC(F)(F)F)=O)C(F)(F)F